(4-hydroxy-7-phenoxy-1-(piperidin-1-ylmethyl)isoquinoline-3-carbonyl)glycine OC1=C(N=C(C2=CC(=CC=C12)OC1=CC=CC=C1)CN1CCCCC1)C(=O)NCC(=O)O